3-((4-isopropylphenyl)sulfonylamino)-4-methyl-N-(pyridin-3-ylmethyl)benzamide C(C)(C)C1=CC=C(C=C1)S(=O)(=O)NC=1C=C(C(=O)NCC=2C=NC=CC2)C=CC1C